NC=1C=C(C(=O)NCC)C=CC1 3-amino-N-ethylbenzamide